C(C)(C)OC(NC(C)C)=NC(C)C O,N,N'-triisopropylisourea